COC(=O)C=1C=CC2=C(N(C(=N2)CN2CCC(CC2)C2=NC(=CC=C2)OCC2=C(C=C(C=C2)C(=O)C2CC2)F)CC2(CC2)CC#N)C1 1-((1-(Cyanomethyl)cyclopropyl)methyl)-2-((4-(6-((4-(cyclopropanecarbonyl)-2-fluorobenzyl)oxy)pyridine-2-yl)piperidin-1-yl)methyl)-1H-benzo[d]imidazole-6-carboxylic acid methyl ester